7-((5-(4-hydroxy-4-(morpholino-methyl)piperidin-1-yl)pyridin-2-yl)amino)-4-(1-methyl-1H-pyrrolo[2,3-b]pyridin-4-yl)-2,3-dihydro-1H-pyrrolo[3,4-c]pyridin-1-one OC1(CCN(CC1)C=1C=CC(=NC1)NC=1C2=C(C(=NC1)C1=C3C(=NC=C1)N(C=C3)C)CNC2=O)CN2CCOCC2